CN1C(=C(C=C1C)C1=CC=CC=C1)C(C(=O)NC1=CC=2C[C@@H]3N(C2C=C1)CCN(C3)C3=NC=C(C=N3)F)=O (S)-2-(1,5-dimethyl-3-phenyl-1H-pyrrol-2-yl)-N-(2-(5-fluoropyrimidin-2-yl)-1,2,3,4,10,10a-hexahydropyrazino[1,2-a]indol-8-yl)-2-oxoacetamide